ClC=1C(=CC=C2N=CC(=NC12)C=1C=NN(C1)CC1CN(CCO1)C)OC1=CC2=C(N=C(N2)C)C=C1 2-[[4-[8-Chloro-7-[(2-methyl-3H-benzimidazol-5-yl)oxy]quinoxalin-2-yl]pyrazol-1-yl]methyl]-4-methyl-morpholine